tetrapentyl-ammonium hydrogen fluoride F.C(CCCC)[N+](CCCCC)(CCCCC)CCCCC